(1r,3r)-3-(3-bromophenyl)-3-(4-methyl-4H-1,2,4-triazol-3-yl)cyclobutane-1-carbonitrile BrC=1C=C(C=CC1)C1(CC(C1)C#N)C1=NN=CN1C